5-fluoro-4-(3-isopropyl-2-methylimidazo[1,2-a]pyridin-6-yl)pyrimidin-2-amine FC=1C(=NC(=NC1)N)C=1C=CC=2N(C1)C(=C(N2)C)C(C)C